C(C)(C)N1N=CC(=C1)C1=CC=2N(N=C1C)C(=CN2)C=2C(=NC1=NC=CC=C1C2)C2=NC=CC=N2 (7-(1-isopropyl-1H-pyrazol-4-yl)-6-methylimidazo[1,2-b]pyridazin-3-yl)-2-(pyrimidin-2-yl)-1,8-naphthyridine